2-[4-[1-[(3S)-2,6-dioxo-3-piperidyl]-3-methyl-2-oxo-benzimidazol-5-yl]-1-piperidyl]-N-[2-[[8-fluoro-6-hydroxy-7-(1,1,4-trioxo-1,2,5-thiadiazolidin-2-yl)-2-naphthyl]oxy]ethyl]acetamide O=C1NC(CC[C@@H]1N1C(N(C2=C1C=CC(=C2)C2CCN(CC2)CC(=O)NCCOC2=CC1=C(C(=C(C=C1C=C2)O)N2S(NC(C2)=O)(=O)=O)F)C)=O)=O